CN(C)C(C)C1=CC=CC=C1 (+)-N,N-dimethyl-1-phenylethylamine